CCCCC=CCCC 5-Nonen